C(C)(CC)NS(=O)(=O)C1CCCCC1 sec-butyl-cyclohexylsulfonamide